FC=1C=CC(=C(C(=O)O)C1)O 5-fluoro-2-hydroxybenzoic acid